ethyl 3-oxocyclobutylformate O=C1CC(C1)C(=O)OCC